mono(methylphenyl) phosphate P(=O)(OC1=C(C=CC=C1)C)([O-])[O-]